1-fluoro-2-((2-(vinyloxy)phenyl)ethynyl)benzene FC1=C(C=CC=C1)C#CC1=C(C=CC=C1)OC=C